C(C(C(CC(=O)OC)C(=O)OC)C(=O)OC)C(=O)OC 1,2,3,4-butanetetracarboxylic acid, tetramethyl ester